ClC1=CC(=C(C=C1)NC(=O)C1=NC(=CC=C1)C(F)(F)F)C(N[C@H](C(C(=O)NC1CC1)=O)C[C@H]1C(N[C@@H](C1)C)=O)=O N-[4-chloro-2-[[(1S)-3-(cyclopropylamino)-1-[[(3S,5R)-5-methyl-2-oxo-pyrrolidin-3-yl]methyl]-2,3-dioxo-propyl]carbamoyl]phenyl]-6-(trifluoromethyl)pyridine-2-carboxamide